C(C)S(=O)(=O)C=1C=CC(=NC1C=1N(C(C(=CN1)OCC(C(F)(F)F)(F)F)=O)C)N(C(C)=O)C N-[5-ethylsulfonyl-6-[1-methyl-6-oxo-5-(2,2,3,3,3-pentafluoropropoxy)pyrimidin-2-yl]-2-pyridyl]-N-methyl-acetamide